tert-Butylperoxid C(C)(C)(C)OOC(C)(C)C